[B].C(COCCOCCO)O triethyleneglycol boron